O=C1C2CN(C(C1)CC2)C(=O)OC(C)(C)C tert-butyl 5-oxo-2-azabicyclo[2.2.2]octane-2-carboxylate